C(=O)N(C1=CC=C(C(N[C@@H](CCC(=O)O)C(=O)O)=O)C=C1)C[C@H]1CNC=2N=C(N)NC(=O)C2N1 |&1:22| racemic-10-formyl-tetrahydrofolic acid